(6aS,8R)-6a-(Difluoromethyl)-2-(3-fluoro-2-methoxyphenyl)-5,6,6a,7,8,9-hexahydropyrrolo[1',2':4,5]pyrazino[2,3-c]pyridazin-8-ol FC([C@@]12N(C=3C(=NN=C(C3)C3=C(C(=CC=C3)F)OC)NC1)C[C@@H](C2)O)F